NC=1C=C(C#N)C=C(C1NCCC1=CC=C(C=C1)Br)OC 3-amino-4-((4-bromophenethyl)amino)-5-methoxyBenzonitrile